C[C@H]1[C@H]2[C@H](C[C@H]3[C@@H]4CCC5CCCC[C@]5(C)[C@H]4CC[C@]23C)O[C@]12CCC(=C)CO2 spirostan-25(27)-ene